BrC=1C(=CC=2C(=C3C(N(C2C1)C=1C(=NC=CC1C)C(C)C)=NC=N3)N3C(CN(CC3)C(C=C)=O)C)F 1-(4-(6-bromo-7-fluoro-4-(2-isopropyl-4-methylpyridin-3-yl)-4H-imidazo[4,5-b]quinolin-9-yl)-3-methylpiperazin-1-yl)prop-2-en-1-one